Propyl-5-(2,6-dichloro-4-nitrophenoxy)-1-ethyl-1,2-dihydropyridin-2-one C(CC)C=1C(N(C=C(C1)OC1=C(C=C(C=C1Cl)[N+](=O)[O-])Cl)CC)=O